O=C1NC(CC[C@H]1C1=C(C=C(C=C1F)N1C[C@@H](CC1)C(=O)O)F)=O |o1:6| (R)-1-(4-((S or R)-2,6-dioxopiperidin-3-yl)-3,5-difluorophenyl)pyrrolidine-3-carboxylic acid